O=C1NC(CCC1N1C(C2=CC=C(C=C2C1=O)OCCCOCCOCCOC1=CC=C(C=C1)\C(=C(\CC)/C1=CC=CC=C1)\C1=CC=C(C=C1)O)=O)=O (Z)-2-(2,6-dioxopiperidin-3-yl)-5-(3-(2-(2-(4-(1-(4-hydroxyphenyl)-2-phenylbut-1-en-1-yl)phenoxy)ethoxy)ethoxy)propoxy)isoindoline-1,3-dione